C(#N)C1=CC2=C(N=C(N=C2)N[C@@H]2CN(CCC2)C(=O)OC(C)(C)C)C(=N1)NC(C)C tert-butyl (S)-3-((6-cyano-8-(isopropylamino)pyrido[3,4-d]pyrimidin-2-yl)amino)piperidine-1-carboxylate